C(C1=CC=CC=C1)N(C1=CC2=C(OC[C@H](CN2CC2=CC=CC=C2)OC)C=C1)CC1=CC=CC=C1 (S)-N,N,5-tribenzyl-2,3,4,5-tetrahydro-3-methoxybenzo[b][1,4]oxazepine-7-amine